methyl (S)-3-(4-aminophenyl)-2-((tert-butoxycarbonyl)amino)propanoate NC1=CC=C(C=C1)C[C@@H](C(=O)OC)NC(=O)OC(C)(C)C